5-ethynyl-1H-pyrimidine-2,4-dione C(#C)C=1C(NC(NC1)=O)=O